C(C)OC(CCC=O)=O 4-oxobutanoic acid ethyl ester